CNS(=O)(=O)CCNC1=C(C=C(C=C1)C1=NC=CC=C1)C1=NN(C=C1)CC=1C=NC=CC1 N-methyl-2-((4-(pyridin-2-yl)-2-(1-(pyridin-3-ylmethyl)-1H-pyrazol-3-yl)phenyl)amino)ethane-1-sulfonamide